CN(C1=CC=C(C=C1)[C@H]1C[C@]2([C@@](CC[C@H]2C2CC[C@]3(CC4(OCCO4)CCC3=C12)O)(O)C#C)C)C (5R,11R,13R,14S,17S)-11-(4-(dimethylamino)phenyl)-17-ethynyl-13-methyl-1,2,6,7,8,11,12,13,14,15,16,17-dodecahydrospiro[cyclopenta[a]phenanthrene-3,2'-[1,3]dioxolane]-5,17(4H)-diol